B1(OCC2=C1C=CC=C2)O benzo[c][1,2]oxaborol-1(3H)-ol